C(C1CO1)OCCC[Si](OC)(OC)OC 3-(2,3-epoxyPropoxy)propyltrimethoxysilane